(S)-N-(1-(4-acetylamino-3-fluorophenyl)ethyl)-6-(4-chlorophenyl)-2-(1-methyl-1H-pyrazol-4-yl)-3-oxo-2,3-dihydropyridazine-4-carboxamide C(C)(=O)NC1=C(C=C(C=C1)[C@H](C)NC(=O)C=1C(N(N=C(C1)C1=CC=C(C=C1)Cl)C=1C=NN(C1)C)=O)F